C(#N)[C@H](C[C@H]1C(NCC1)=O)NC(=O)[C@@H]1[C@H]2C([C@H]2CN1C([C@@H](NCC(F)(F)F)C(C)C)=O)(C)C (1R,2S,5S)-N-{(1S)-1-cyano-2-[(3S)-2-oxopyrrolidin-3-yl]ethyl}-6,6-dimethyl-3-[N-(2,2,2-trifluoroethyl)-L-valyl]-3-azabicyclo[3.1.0]hexane-2-carboxamide